N-(4-bromo-3-((tetrahydrofuran-3-yl)sulfonyl)phenyl)-5-methyl-1-(tetrahydro-2H-pyran-2-yl)-1H-pyrazol-3-amine BrC1=C(C=C(C=C1)NC1=NN(C(=C1)C)C1OCCCC1)S(=O)(=O)C1COCC1